(4-bromophenyl)(imino)methyl-lambda6-sulfanone BrC1=CC=C(C=C1)[SH2](=O)C=N